silver-copper-aluminum [Al].[Cu].[Ag]